3-cyclopropyl-N-(6-(difluoromethoxy)-5-fluoro-1-(1-methylcyclobutyl)-1H-benzo[d]imidazol-2-yl)-3-methylbutanamide C1(CC1)C(CC(=O)NC1=NC2=C(N1C1(CCC1)C)C=C(C(=C2)F)OC(F)F)(C)C